OS(=O)(=O)C(F)(F)F.C=CCCCCCCC 1-nonene triflate